O=C(C(C1=CC=CC=C1)N1C(CCC1=O)=O)N1CCN(CC1)C1=CC=C(C=C1)OC(F)(F)F (2-oxo-1-phenyl-2-(4-(4-(trifluoromethoxy)phenyl)piperazin-1-yl)ethyl)pyrrolidine-2,5-dione